2-naphthyl ethylene oxide C1=C(C=CC2=CC=CC=C12)C1CO1